nickel-lithium-copper [Cu].[Li].[Ni]